2-(4-cyclopropoxy-pyridin-3-yl)-1-methylpyrrolo[2,3-c]pyridin-5-amine C1(CC1)OC1=C(C=NC=C1)C1=CC=2C(=CN=C(C2)N)N1C